C(C)(C)(C)OC(=O)NC1=C(C=2C(=NC=C(C2S1)F)C=1C2=C(C=3C=NC(=NC3C1F)N1[C@@H](CN(CC1)C(=O)OC(C)(C)C)C)COC2)C#N tert-Butyl (3R)-4-(6-(2-((tert-butoxycarbonyl)amino)-3-cyano-7-fluorothieno[3,2-c]pyridin-4-yl)-5-fluoro-7,9-dihydrofuro[3,4-f]quinazolin-3-yl)-3-methylpiperazine-1-carboxylate